BrC1=C(C=C(C(=C1)F)F)\C=N\CC(OC)OC (E)-1-(2-bromo-4,5-difluorophenyl)-N-(2,2-dimethoxyethyl)methanimine